1-N-(4-aminobenzyl)-3,6,10,13,16,19-hexaaza-bicyclo[6.6.6]-eicosan-1,8-diamine NC1=CC=C(CNC23CNCCNCC(CNCCNC2)(CNCCNC3)N)C=C1